(2S,3S,4R,5R)-5-(6-(benzylamino)-2-(2-fluorophenyl)-9H-purin-9-yl)-3,4-dihydroxyl-N-methyltetrahydrofuran-2-carboxamide C(C1=CC=CC=C1)NC1=C2N=CN(C2=NC(=N1)C1=C(C=CC=C1)F)[C@H]1[C@@H]([C@@H]([C@H](O1)C(=O)NC)O)O